N-((1r,4r)-4-(3-chloro-4-cyanophenoxy)cyclohexyl)-6-(4-(4-(2-fluoro-4-nitrophenyl)piperazin-1-yl)piperidin-1-yl)pyridazine-3-carboxamide ClC=1C=C(OC2CCC(CC2)NC(=O)C=2N=NC(=CC2)N2CCC(CC2)N2CCN(CC2)C2=C(C=C(C=C2)[N+](=O)[O-])F)C=CC1C#N